N1C=C(C2=CC=CC=C12)C[C@@H]1C(N[C@H](C2=NC3=C(C=C(C=C3C(N21)=O)Cl)Cl)C(C)C)=O (1S,4R)-4-((1H-indol-3-yl)methyl)-8,10-dichloro-1-isopropyl-1,2-dihydro-6H-pyrazino[2,1-b]quinazoline-3,6(4H)-dione